FC1=CC=C(C=C1)N1C(=C(C2=C(C=CC=C12)O)C1=CC=C(C(=O)O)C=C1)C1CC(C1)O 4-[1-(4-fluorophenyl)-4-hydroxy-2-(3-hydroxycyclobutyl)indol-3-yl]benzoic acid